CN1N=C(C=C1C)NC1=NC=C(C(=N1)C1=CNC2=C(C=CC=C12)N1C(C2=CC=CC(=C2C1)C1=C(C=NC=C1)CO)=O)C 2-(3-(2-((1,5-dimethyl-1H-pyrazol-3-yl)amino)-5-methylpyrimidin-4-yl)-1H-indol-7-yl)-4-(3-(hydroxymethyl)pyridin-4-yl)isoindolin-1-one